COC1=CC=CC(=N1)C1=NC=2N(C(=C1)C)N=CC2C(=O)O 5-(6-methoxypyridin-2-yl)-7-methylpyrazolo[1,5-a]Pyrimidine-3-carboxylic acid